NC[C@@H](C)NC(C1=C(C=C(C=C1)NC=1C=2N(C=CN1)C(=CN2)C=2C(=NN(C2)CC=C)C(F)(F)F)CC)=O N-[(2R)-1-aminopropan-2-yl]-2-ethyl-4-[[3-[1-prop-2-enyl-3-(trifluoromethyl)pyrazol-4-yl]imidazo[1,2-a]pyrazin-8-yl]amino]benzamide